N-methoxy-N-methyl-2,6-bis(methylthio)isonicotinamide CON(C(C1=CC(=NC(=C1)SC)SC)=O)C